(R)-(4-(1-(5-(tert-butylsulfonyl)-5-azaspiro[3.4]octan-7-yl)-6-chloro-1,2,3,4-tetrahydroquinolin-8-yl)thieno[3,2-d]pyrimidin-6-yl)methanol C(C)(C)(C)S(=O)(=O)N1C2(CCC2)C[C@H](C1)N1CCCC2=CC(=CC(=C12)C=1C2=C(N=CN1)C=C(S2)CO)Cl